(1,1-dioxo-1,4-thiazinan-4-yl)-[4-nitro-2-(6-oxa-3-azabicyclo[3.1.1]hept-3-yl)phenyl]methanone O=S1(CCN(CC1)C(=O)C1=C(C=C(C=C1)[N+](=O)[O-])N1CC2OC(C1)C2)=O